C(C)(C)(C)OC(NC=1C=C(C2=C(C=CO2)C1)OCCCN1CCCC1)=O [7-(3-pyrrolidin-1-ylpropoxy)benzofuran-5-yl]carbamic acid tert-butyl ester